(S)-2-amino-4-sulfobutyric acid N[C@H](C(=O)O)CCS(=O)(=O)O